{[(4-fluorophenyl)methyl]amino}-N-{4-[2-(6-hydroxy-3-azabicyclo[3.1.0]hex-3-yl)-2-oxoethyl]phenyl}carboxamide FC1=CC=C(C=C1)CNC(=O)NC1=CC=C(C=C1)CC(=O)N1CC2C(C2C1)O